ClC=1C=2N(C=CC1CN1C[C@@H](N(CC1)C(=O)OC(C)(C)C)C)N=CC2N2C(NC(CC2)=O)=O tert-butyl (S)-4-((4-chloro-3-(2,4-dioxotetrahydropyrimidin-1(2H)-yl) pyrazolo[1,5-a]pyridin-5-yl) methyl)-2-methylpiperazine-1-carboxylate